4-(5-(3-cyano-6-(1-(4-methoxybenzyl)-1H-pyrazol-4-yl)pyrazolo[1,5-a]pyridin-4-yl)pyridin-2-yl)piperazine-1-carboxylic acid tert-butyl ester C(C)(C)(C)OC(=O)N1CCN(CC1)C1=NC=C(C=C1)C=1C=2N(C=C(C1)C=1C=NN(C1)CC1=CC=C(C=C1)OC)N=CC2C#N